3,5-di-tertiary butyl-4-hydroxybenzyl acrylate C(C=C)(=O)OCC1=CC(=C(C(=C1)C(C)(C)C)O)C(C)(C)C